C1(CC1)NC(=O)C1=CC2=C(C(N(C=C2C(CCO)C2=NC=CC=C2)C)=O)N1 N-cyclopropyl-4-(3-hydroxy-1-(pyridin-2-yl)propyl)-6-methyl-7-oxo-6,7-dihydro-1H-pyrrolo[2,3-c]pyridine-2-carboxamide